Cl.CN1N=C(C2=CC=C(C=C12)OCCCN1C(CNCC1)C(F)(F)F)C1C(NC(CC1)=O)=O 3-(1-methyl-6-(3-(2-(trifluoromethyl)piperazin-1-yl)propoxy)-1H-indazol-3-yl)piperidine-2,6-dione hydrochloride